C(C)OC=1C=NC=CC1C1=CC(=C2C(=N1)C(=NN2C(CC)C)C)NCC=2C=NN(C2)C 5-(3-ethoxy-4-pyridinyl)-3-methyl-N-[(1-methylpyrazol-4-yl)methyl]-1-[1-methylpropyl]pyrazolo[4,3-b]pyridin-7-amine